C(#N)C=1C=CC=2C3=C(NC2C1)C(=C(C=N3)C3=NN=C(S3)N3CCN(CC3)C(=O)OC(C)(C)C)NC(C)C Tert-butyl 4-(5-(7-cyano-4-(isopropylamino)-5H-pyrido[3,2-b]indol-3-yl)-1,3,4-thiadiazol-2-yl)piperazine-1-carboxylate